CC=1C=C(\C=N\N2C3=NC(=NC(=C3N=C2)NC2CCN(CC2)C)N2CCOCC2)C=CC1 (E)-9-((3-methylbenzylidene)amino)-N-(1-methylpiperidin-4-yl)-2-morpholino-9H-purin-6-amine